zirconium triisopropoxide (ethylacetoacetate) C(C)CC(CC(=O)[O-])=O.CC([O-])C.CC([O-])C.CC([O-])C.[Zr+4]